(2S,4S)-1-((3S,4R)-1-(Tert-Butyl)-4-(4-Chlorophenyl)Pyrrolidine-3-Carbonyl)-4-(N-((1s,4R)-4-Methylcyclohexyl)Isobutyramido)Pyrrolidine-2-Carboxylic Acid C(C)(C)(C)N1C[C@H]([C@@H](C1)C1=CC=C(C=C1)Cl)C(=O)N1[C@@H](C[C@@H](C1)N(C(C(C)C)=O)C1CCC(CC1)C)C(=O)O